4-(2-fluorophenyl)-1-((4-hydroxypiperidin-4-yl)methyl)-N-isopropyl-N-methyl-6-oxo-1,6-dihydropyridine-3-carboxamide FC1=C(C=CC=C1)C=1C(=CN(C(C1)=O)CC1(CCNCC1)O)C(=O)N(C)C(C)C